CC1=C(C(=O)OCC2=CC=C(C=C2)[C@@H](C(=O)NC=2C=C3C=CN=CC3=CC2)CN)C=CC(=C1)C |r| Racemic-4-(3-amino-1-(isoquinolin-6-ylamino)-1-oxopropan-2-yl)benzyl 2,4-dimethylbenzoate